6-oxohexanoic acid 2,3,5,6-tetrafluorophenyl ester FC1=C(C(=C(C=C1F)F)F)OC(CCCCC=O)=O